BrC1=NC2=C(N1CCOC)C=C(C=C2C2=NC(=CC=C2)OCC2=C(C=C(C=C2)C#N)F)C(=O)[O-] 2-bromo-4-(6-((4-cyano-2-fluorobenzyl) oxy) pyridin-2-yl)-1-(2-methoxyethyl)-1H-benzo[d]imidazole-6-carboxylate